methyl 5-chloro-2-[[6-chloro-3-(3,6-dihydro-2H-pyran-4-yl)-4-quinolyl]amino]benzoate ClC=1C=CC(=C(C(=O)OC)C1)NC1=C(C=NC2=CC=C(C=C12)Cl)C=1CCOCC1